FC(C1=CC=C(N=N1)OC1=CC=C(C=C1)C1CCN(CC1)C=O)(F)F (4-(4-((6-(trifluoromethyl)pyridazin-3-yl)oxy)-phenyl)piperidin-1-yl)methanone